5-bromo-2-iodo-pyridin-3-ol BrC=1C=C(C(=NC1)I)O